C(C)(C)(C)OC(=O)N1CCC(CC1)C#CCBr 4-(3-bromoprop-1-yn-1-yl)piperidine-1-carboxylic acid tert-butyl ester